N1(CCNCC1)C1CC(C1)OC1CCN(CC1)C(=O)OC(C)(C)C tert-butyl 4-((1r,3r)-3-(piperazin-1-yl)cyclobutoxy)piperidine-1-carboxylate